2-{[(S)-[(3R)-7-fluoro-1,2,3,4-tetrahydro-1,5-naphthyridin-3-yl](phenyl)methyl]amino}-propanoic acid FC1=CN=C2C[C@H](CNC2=C1)[C@@H](C1=CC=CC=C1)NC(C(=O)O)C